Piperazine Pyrophosphate OP(O)(=O)OP(=O)(O)O.N1CCNCC1